6-methoxy-2-(5-methyl-1H-pyrrol-2-yl)-N-(1-methylpiperidin-4-yl)-7-(3-(pyrrolidin-1-yl)propoxy)quinolin-4-amine COC=1C=C2C(=CC(=NC2=CC1OCCCN1CCCC1)C=1NC(=CC1)C)NC1CCN(CC1)C